3-(4-Cyclohexylethylamino-2-methoxyphenyl)-3-(1-ethyl-2-methylindol-3-yl)-4-azaphthalide C1(CCCCC1)CCNC1=CC(=C(C=C1)C1(OC(=O)C2=CC=CN=C12)C1=C(N(C2=CC=CC=C12)CC)C)OC